C(CCCC)C1=CC=C(C=C1)C1=CC=C(C=C1)C#N 4'-n-amyl-4-cyanobiphenyl